3-[2-fluoro-3-[2-[2-fluoro-5-[(6-fluoro-4-methylsulfonyl-1H-indol-5-yl)oxy]phenyl]-5-methyl-1,4,6,7-tetrahydroimidazo[4,5-c]pyridin-4-yl]phenyl]-2-methyl-propanoic acid FC1=C(C=CC=C1C1N(CCC2=C1N=C(N2)C2=C(C=CC(=C2)OC=2C(=C1C=CNC1=CC2F)S(=O)(=O)C)F)C)CC(C(=O)O)C